2,3-di-chlorophenyl-5H-1,4-benzodiazepine ClC1=C(C=CC=C1Cl)C1=NC2=C(CN=C1)C=CC=C2